tert-butyl 1-propyl-1,4,6,7-tetrahydro-5H-pyrazolo[4,3-f][1,4]oxazepine-5-carboxylate C(CC)N1N=CC=2CN(CCOC21)C(=O)OC(C)(C)C